FC(S(=O)(=O)OC=1N=CC=2C=CC3=C(C2C1)C=CC=C3)(F)F benzo[f]isoquinolin-2-yl trifluoromethanesulfonate